tert-butyl (2R,5S)-5-(4-fluorophenyl)-2-methyl-4-[2-oxo-2-(1H-pyrazolo[4,3-c]pyridin-7-ylamino)acetyl]piperazine-1-carboxylate FC1=CC=C(C=C1)[C@@H]1N(C[C@H](N(C1)C(=O)OC(C)(C)C)C)C(C(NC=1C2=C(C=NC1)C=NN2)=O)=O